3-Amino-bicyclo[2.2.2]octen-2-carboxylat NC1C(=C2CCC1CC2)C(=O)[O-]